1-cyclobutylmethyl-pseudouridine triphosphate P(O)(=O)(OP(=O)(O)OP(=O)(O)O)OC[C@@H]1[C@H]([C@H]([C@@H](O1)C1=CN(C(=O)NC1=O)CC1CCC1)O)O